C1(C\C=C\CCCC1)OC(=O)N[C@@H](CCCCN)C(=O)O ((trans-Cyclooct-3-en-1-yloxy)carbonyl)-L-lysine